1-(5-(5-(6-aminospiro[3.3]hept-2-yl)-1,3,4-thiadiazol-2-yl)-4-(methylamino)pyridin-2-yl)-1H-pyrrolo[2,3-b]pyridine-5-carbonitrile NC1CC2(CC(C2)C2=NN=C(S2)C=2C(=CC(=NC2)N2C=CC=3C2=NC=C(C3)C#N)NC)C1